C(#N)CC1=CC=C(C=C1)C1=CC(=CC(=C1)C1=CC=C(C=C1)CC#N)C1=CC=C(C=C1)CC#N 1,3,5-tri(4-cyanomethylphenyl)benzene